8-((6-chloropyridin-3-yl)methyl)-3-(1-methyl-1H-pyrazol-5-yl)pyrido[2,3-d]pyrimidine-2,4(3h,8h)-dione ClC1=CC=C(C=N1)CN1C=CC=C2C1=NC(N(C2=O)C2=CC=NN2C)=O